NCCCCN1C(=NC=2C1=C1C(=NC2N)C=C(S1)C)CCCC 1-(4-aminobutyl)-2-butyl-7-methyl-1H-imidazo[4,5-d]thieno[3,2-b]pyridine-4-amine